C(C)(C)(C)OC(=O)NC1=C(C2=C(S1)C(=CC=C2C2=C(C=C1C(=NC(=NC1=C2F)F)N2CC1CCC(C2)N1C(=O)OC(C)(C)C)C(F)(F)F)F)C#N tert-butyl 3-(7-(2-((tert-butoxycarbonyl)amino)-3-cyano-7-fluorobenzo[b]thiophen-4-yl)-2,8-difluoro-6-(trifluoromethyl) quinazolin-4-yl)-3,8-diazabicyclo[3.2.1]octane-8-carboxylate